tert-butyl N-(tert-butoxycarbonyl)-N-(4-fluoro-5-iodopyridin-2-yl)carbamate C(C)(C)(C)OC(=O)N(C(OC(C)(C)C)=O)C1=NC=C(C(=C1)F)I